pyrazolo[3,4-b]pyrazine-3-carbonitrile N1N=C(C=2C1=NC=CN2)C#N